C(C)(C)(C)OC(=O)N1CCC(CC1)C1OC2=CC(=CC=C2CC1)[C@@H]([C@@H](C(=O)O)C)C1CC1 (2S,3R)-3-(2-(1-(tert-butoxycarbonyl)piperidin-4-yl)chroman-7-yl)-3-cyclopropyl-2-methyl-propanoic acid